NC1=CC=C(C=N1)N1C=C(C(C2=CC(=C(C=C12)N1CC2=CC=CC=C2C1)Cl)=O)C(=O)O 1-(6-aminopyridin-3-yl)-6-chloro-7-(isoindolin-2-yl)-4-oxo-1,4-dihydro-quinoline-3-carboxylic acid